ClC=1C=C(C=CC1N1C(N(C=C1)C)=O)C1=C(C(=CC(=C1)F)C1=CC(=CC=C1)N1CC2(CCCN2)CC1)O 1-(3-chloro-5'-fluoro-2'-hydroxy-3''-(1,7-diazaspiro[4.4]nonan-7-yl)-[1,1':3',1''-terphenyl]-4-yl)-3-methyl-1H-imidazol-2(3H)-one